CC1(OB(OC1(C)C)CC1=CC=CC2=CC=CC=C12)C 4,4,5,5-tetramethyl-2-(naphthalen-1-ylmethyl)-1,3,2-dioxaborolane